ethyl 3-formyl-1-methyl-6-(phenylsulfonyl)-4,5,6,7-tetrahydro-1H-pyrrolo[2,3-c]pyridine-2-carboxylate C(=O)C1=C(N(C=2CN(CCC21)S(=O)(=O)C2=CC=CC=C2)C)C(=O)OCC